O[C@H](CN(CC[C@@H](C(=O)O)NC1=NC=NC2=CC=CC=C12)CCCCC1=NC=2NCCCC2C=C1)C (S)-4-(((S)-2-hydroxypropyl)(4-(5,6,7,8-tetrahydro-1,8-naphthyridin-2-yl)butyl)amino)-2-(quinazolin-4-ylamino)butanoic acid